O1CCN(CC1)C1=NC(=C2C=CC=NC2=C1)OC1CCC(CC1)NC(=O)C1=CNC=C1 N-((1s,4s)-4-((7-morpholino-1,6-naphthyridin-5-yl)oxy)cyclohexyl)-1H-pyrrole-3-carboxamide